1-(5-(2-fluoro-phenyl)-2-methyl-thiazol-4-yl)-1-[(S)-2-(5-phenyl-[1,3,4]oxadiazol-2-ylmethyl)-pyrrolidin-1-yl]-methanone FC1=C(C=CC=C1)C1=C(N=C(S1)C)C(=O)N1[C@@H](CCC1)CC=1OC(=NN1)C1=CC=CC=C1